ClC1=C(C=CC=C1C(NC1COCC1)=O)NC1=C(C=C(C(=O)N=C2NCCN2)C=C1)C1CC1 4-({2-chloro-3-[(oxolan-3-yl)carbamoyl]phenyl}amino)-3-cyclopropyl-N-[(2Z)-imidazolidin-2-ylidene]benzamide